NC1=NC=CC2=C(C=CC=C12)C=1C=C2CCC3(CCN(CC3)C(CC)=O)C2=CC1 5-(1-aminoisoquinolin-5-yl)-1'-propionyl-2,3-dihydrospiro[indene-1,4'-piperidine]